3-(5-((4-(3,3-Dimethylbutanoyl)-3-hydroxy-2-methylphenoxy)methyl)-1,2,4-oxadiazol-3-yl)-4-methoxybenzoic acid CC(CC(=O)C1=C(C(=C(OCC2=NC(=NO2)C=2C=C(C(=O)O)C=CC2OC)C=C1)C)O)(C)C